C(C)(C)(C)OC(=O)N/C(/N1[C@@H]([C@H](CC1)O)C1=NC(=NO1)C1=CC2=CC=C(C=C2C=C1)OCCCCC)=N\C(OC(C)(C)C)=O Tert-butyl ((E)-((tert-butoxycarbonyl)amino)((2S,3S)-3-hydroxy-2-(3-(6-(pentyloxy)naphthalen-2-yl)-1,2,4-oxadiazol-5-yl)pyrrolidin-1-yl)methylene)carbamate